NC=1N=NC(=CC1N1CCC(CC1)(C1=CC=CC=C1)NC(CCCN1CCC(CC1)C1=CC=C(C=C1)NC1C(NC(CC1)=O)=O)=O)C1=C(C=CC=C1)O N-(1-(3-amino-6-(2-hydroxyphenyl)pyridazin-4-yl)-4-phenylpiperidin-4-yl)-4-(4-(4-((2,6-dioxopiperidin-3-yl)amino)phenyl)piperidin-1-yl)butanamide